tert-Butyl 2-(3-acetyl-5-(4,4,5,5-tetramethyl-1,3,2-dioxaborolan-2-yl)-1H-indazol-1-yl)Acetate C(C)(=O)C1=NN(C2=CC=C(C=C12)B1OC(C(O1)(C)C)(C)C)CC(=O)OC(C)(C)C